C(C)C(C(=O)OCF)(CC)NC(=O)C1=NC(=C(C=C1)N1CC(C1)OC)OC[C@H]1[C@@H](C1)CO (+)-trans-Fluoromethyl 2-ethyl-2-{[6-{[2-(hydroxymethyl)cyclopropyl]methoxy}-5-(3-methoxyazetidin-1-yl)pyridine-2-carbonyl] amino}butanoate